norleucinol N[C@@H](CCCC)CO